O1C(OCC1)CC[C@@H](C(C)C)N1CC(C1)C=1C=C(C=2N(C1)C(=NN2)C)C2=C(C(=O)N(C(C)C)CC)C=C(C=C2)F 2-(6-{1-[(3S)-1-(1,3-dioxolan-2-yl)-4-methylpentan-3-yl]azetidin-3-yl}-3-methyl-[1,2,4]triazolo[4,3-a]pyridin-8-yl)-N-ethyl-5-fluoro-N-(propan-2-yl)benzamide